o-nitro-p-methylsulfonyl-benzoic acid [N+](=O)([O-])C1=C(C(=O)O)C=CC(=C1)S(=O)(=O)C